2-((1RS,3SR)-5'-Bromo-4'-chloro-3-hydroxy-1',2'-dihydrospiro[cyclopentane-1,3'-pyrrolo[2,3-b]pyridin]-3-yl)acetonitrile BrC=1C(=C2C(=NC1)NC[C@]21C[C@](CC1)(O)CC#N)Cl |r|